CN(C(C=C)=O)C.[Na] sodium N,N-dimethylacrylamide